4-((4-aminophenyl)methyl)-2-butoxybenzenamine NC1=CC=C(C=C1)CC1=CC(=C(C=C1)N)OCCCC